NC1=CC(=C(C=O)C=C1)I 4-AMINO-2-IODOBENZALDEHYDE